ethyl 2-[4-(4,6-diphenyl-1,3,5-triazin-2-yl)-3-hydroxy-phenoxy]octanoate C1(=CC=CC=C1)C1=NC(=NC(=N1)C1=CC=CC=C1)C1=C(C=C(OC(C(=O)OCC)CCCCCC)C=C1)O